COC1=NC(=CC(=N1)NC1=CC(=NC=C1C1=NN(C=C1)C)NC(C)=O)C N-(4-((2-methoxy-6-methylpyrimidin-4-yl)amino)-5-(1-methyl-1H-pyrazol-3-yl)pyridin-2-yl)acetamide